1-((2-(4-(5-cyanopyridin-2-yl)piperazin-1-yl)-2-oxo-ethoxy)imino)Propane 5-iodo-2'-deoxyuridine-5'-triphosphate P(O)(=O)(OP(=O)(O)OP(=O)(O)O)OC[C@@H]1[C@H](C[C@@H](O1)N1C(=O)NC(=O)C(=C1)I)O.C(#N)C=1C=CC(=NC1)N1CCN(CC1)C(CON=CCC)=O